COCCN1C[C@@H]([C@H](CC1)NC(=O)C1=CC(=CC=2N(C=NC21)CC(F)(F)F)C#CCOC2=C(C=C(C=C2)S(=O)(=O)C)F)C N-[(3S,4S)-1-(2-methoxyethyl)-3-methyl-4-piperidyl]-6-[3-(2-fluoro-4-mesylphenoxy)-1-propynyl]-1-(2,2,2-trifluoroethyl)-1H-1,3-benzimidazole-4-carboxamide